(S)-(4-(7-chloropyrazolo[1,5-a]pyridin-2-yl)-6,7-dihydro-1H-imidazo[4,5-c]pyridin-5(4H)-yl)(4-(trifluoromethyl)oxazol-5-yl)methanone ClC1=CC=CC=2N1N=C(C2)[C@H]2N(CCC1=C2N=CN1)C(=O)C1=C(N=CO1)C(F)(F)F